3-[2-[(2-chloro-3,4-dihydroxy-benzoyl)amino]ethoxyiminomethyl]-8-oxo-5-thia-1-azabicyclo[4.2.0]oct-2-ene-2-carboxylic acid ClC1=C(C(=O)NCCON=CC2=C(N3C(CC3SC2)=O)C(=O)O)C=CC(=C1O)O